N-(2,6-difluoro-4-methoxy-phenyl)-6-(7,8-dimethyl-[1,2,4]triazolo[4,3-b]pyridazin-6-yl)-7,8-dihydro-5H-1,6-naphthyridin-3-amine FC1=C(C(=CC(=C1)OC)F)NC=1C=NC=2CCN(CC2C1)C=1C(=C(C=2N(N1)C=NN2)C)C